Tert-butyl-[(1-ethynyl-cyclobutyl)methoxy]-dimethyl-silane C(C)(C)(C)[Si](C)(C)OCC1(CCC1)C#C